ClC[C@@](C([C@H](CC(C)C)NC([C@H](CC1=CC=CC=C1)NC([C@H](CC(C)C)NC([C@H](CCC1=CC=CC=C1)NC(CN1CCOCC1)=O)=O)=O)=O)=O)(C)O (S)-N-((S)-1-(((2S,4S)-1-chloro-2-hydroxy-2,6-dimethyl-3-oxoheptan-4-yl)amino)-1-oxo-3-phenylpropan-2-yl)-4-methyl-2-((S)-2-(2-morpholinoacetamido)-4-phenylbutanamido)pentanamide